BrC=1C=CC=2C3=C(C(=NC2C1)N)N=C(N3CC3(COC(OC3)(C)C)C)COCC 7-bromo-2-(ethoxymethyl)-1-[(2,2,5-trimethyl-1,3-dioxan-5-yl)methyl]-1H-imidazo[4,5-c]quinolin-4-amine